N-(4-carbamoyl-3-fluorophenyl)-6-[(6-chloro-2-methoxy-3-pyridyl)oxy]-2-fluoro-3-(trifluoromethyl)benzamide C(N)(=O)C1=C(C=C(C=C1)NC(C1=C(C(=CC=C1OC=1C(=NC(=CC1)Cl)OC)C(F)(F)F)F)=O)F